Quinolin-2(1H)-one mono2-hydroxypropionate hydrate O.OC(C(=O)O)C.N1C(C=CC2=CC=CC=C12)=O